2-hydroxy-4-(n-octoxy)benzophenone OC1=C(C(=O)C2=CC=CC=C2)C=CC(=C1)OCCCCCCCC